CC1=C(C=CC=C1C(=O)O)C1=CC=CC=C1 methyl-[1,1'-biphenyl]-3-carboxylic acid